C[Si]([Si](C)(C)C)(Cl)Cl 1,2,2,2-tetramethyl-1,1-dichlorodisilane